ClC=1C=C2C(=NC(=NC2=C(C1C1=CC(=CC2=CC=CC=C12)O)F)N1CC(C1)N(C)C)N1C[C@@H]2CNC[C@@H]2C1 (R or S)-4-(6-chloro-2-(3-(dimethylamino)azetidin-1-yl)-8-fluoro-4-((3aR,6aS)-hexahydro-pyrrolo[3,4-c]pyrrol-2(1H)-yl)quinazolin-7-yl)naphthalen-2-ol